2-fluoro-4-((2-(2,2,2-trifluoroethyl)-3-((2-(trimethylsilyl)ethoxy)methyl)imidazol-4-yl)methyl)pyridine FC1=NC=CC(=C1)CC=1N(C(=NC1)CC(F)(F)F)COCC[Si](C)(C)C